C(C)OC1=C(C=CC(=C1)S(=O)(=O)C)NCC#CC=1N(C=2C=CC=C(C2C1)NC1CCC(CC1)N1C[C@@H]2OC(C1)C2)CC(F)(F)F 2-{3-[(2-ethoxy-4-methanesulfonyl-phenyl)amino]prop-1-yn-1-yl}-N-[(1R,4R)-4-{6-oxa-3-azabicyclo[3.1.1]heptan-3-yl}cyclohexyl]-1-(2,2,2-trifluoroethyl)-1H-indol-4-amine